(R)-(-)-2-carboxycyclobutane C(=O)(O)C1CCC1